2,2'''-Dimethyl-p-quaterphenyl CC1=C(C=CC=C1)C1=CC=C(C=C1)C1=CC=C(C=C1)C1=C(C=CC=C1)C